C1[C@@H]([C@H]([C@@H]([C@H]([C@H]1N)O)O)O)CO The molecule is an amino cyclitol consisting of 1D-chiro-inositol lacking the 6-hydroxy group and having those at positions 1 and 5 replaced by amino and hydroxymethyl groups respectively. It derives from a 1D-chiro-inositol.